The molecule is hexaanion of 1-(5-phospho-D-ribosyl)-ATP. It has a role as a Saccharomyces cerevisiae metabolite. It is a conjugate base of a 1-(5-phospho-D-ribosyl)-ATP. C1=NC2=C(N1[C@H]3[C@@H]([C@@H]([C@H](O3)COP(=O)([O-])OP(=O)([O-])OP(=O)([O-])[O-])O)O)N=CN(C2=N)C4[C@@H]([C@@H]([C@H](O4)COP(=O)([O-])[O-])O)O